4-morpholino-2-[(2E)-2-(m-tolylmethylene)hydrazino]-N-(2-pyridyl)-5H-pyrrolo[3,2-d]pyrimidine-6-carboxamide O1CCN(CC1)C=1C2=C(N=C(N1)N/N=C/C=1C=C(C=CC1)C)C=C(N2)C(=O)NC2=NC=CC=C2